SCCC(=O)O.OCCSCCO hydroxyethyl sulfide (3-mercaptopropionate)